N(C(=N)N)C(C(=O)O)C(CCCCCCCCCCCCCC)O Guanidino-3-hydroxyheptadecanoic acid